diethyl (2-((2-methoxybenzyl)amino)-2-oxoethyl)phosphonate COC1=C(CNC(CP(OCC)(OCC)=O)=O)C=CC=C1